4-(N-methyl-N-(3-L-glutamyl-4-methoxyphenyl)-amino)coumarin tert-butyl-4-(4-(4-oxo-3,4-dihydroquinazolin-2-yl)-1H-pyrazol-1-yl)piperidine-1-carboxylate C(C)(C)(C)OC(=O)N1CCC(CC1)N1N=CC(=C1)C1=NC2=CC=CC=C2C(N1)=O.CN(C1=CC(=C(C=C1)OC)C([C@@H](N)CCC(=O)O)=O)C1=CC(OC2=CC=CC=C12)=O